C(C1=CC=CC=C1)(=O)N(C=1C(=C(C(=O)NC2=C(C=C(C=C2C(F)(F)F)C(C(C(F)(F)F)(F)F)(C(F)(F)F)F)Br)C=CC1)F)C 3-(benzoylmethylamino)-N-[2-bromo-4-[1,2,2,3,3,3-hexafluoro-1-trifluoromethylpropyl]-6-trifluoromethylphenyl]-2-fluorobenzamide